Imino-methyl-oxo-[2-[[4-[4-(4-pyridyl)-1H-pyrazol-3-yl]phenoxy]methyl]-4-quinolinyl]-lambda6-sulfane N=S(C1=CC(=NC2=CC=CC=C12)COC1=CC=C(C=C1)C1=NNC=C1C1=CC=NC=C1)(=O)C